3-(5-(1-(6-chloro-5-methoxy-3-methyl-1H-indole-2-carbonyl)piperidin-4-yl)-1-oxoisoindolin-2-yl)piperidine-2,6-dione ClC1=C(C=C2C(=C(NC2=C1)C(=O)N1CCC(CC1)C=1C=C2CN(C(C2=CC1)=O)C1C(NC(CC1)=O)=O)C)OC